ClC1=CC2=C(N(C(C(N2C)=O)=O)C2C[C@H]3CC[C@@H](C2)N3C(=O)OC(C)(C)C)N=C1 tert-butyl (1R,3s,5S)-3-(7-chloro-1-methyl-2,3-dioxo-2,3-dihydropyrido[2,3-b]pyrazin-4(1H)-yl)-8-azabicyclo[3.2.1]octane-8-carboxylate